di(dodecyl)-d-glutamyl chloride C(CCCCCCCCCCC)N([C@H](CCC(=O)O)C(=O)Cl)CCCCCCCCCCCC